[Na+].NC=1C=CC(=C(C1)S(=O)(=O)[O-])CO 5-amino-2-(hydroxymethyl)benzenesulfonic acid sodium salt